C(C=C)(=O)OCCC[Si](C)(C)C 2-(trimethylsilylmethyl)-ethyl acrylate